4-(((4-((7-Chloroquinolin-4-yl)amino)pentyl)(2-hydroxyethyl)amino)methyl)benzonitrile ClC1=CC=C2C(=CC=NC2=C1)NC(CCCN(CCO)CC1=CC=C(C#N)C=C1)C